ONC(=O)O HYDROXYAMINOCARBOXYLIC ACID